BrC1=C2CCC(CC2=CC(=C1)Cl)=O 5-bromo-7-chloro-3,4-dihydronaphthalen-2(1H)-one